FC(C1C(NC2=CC=C(C=C2N1)F)=O)F 3-(difluoromethyl)-6-fluoro-3,4-dihydroquinoxalin-2(1H)-one